C(C1=CC=CC=C1)OC(=O)[C@@H]1[C@@H](CCCC1)C(=O)N1[C@@H](C2=C(C=CC=C2CC1)O[C@@H]1CN(CC1)C(=O)OC(C)(C)C)CN1C(C2=CC=CC=C2C1)=O tert-Butyl (S)-3-(((S)-2-((1R,2S)-2-((benzyloxy)carbonyl)-cyclohexane-1-carbonyl)-1-((1-oxoisoindolin-2-yl)methyl)-1,2,3,4-tetrahydroisoquinolin-8-yl)oxy)pyrrolidine-1-carboxylate